CC(C)NC=1C(=NC=CC1)N1CCNCC1 4-{3-[(propan-2-yl)amino]pyridin-2-yl}piperazine